C(#N)C1=CC=C(C=C1)[N+]1=CC=CC=C1 N-(p-cyanophenyl)pyridinium